8-[(2r,5r)-4-[bis(4-methylphenyl)methyl]-5-(hydroxymethyl)-2-methylpiperazin-1-yl]-5-methyl-6-oxo-5,6-dihydro-1,5-naphthyridine-2-carbonitrile CC1=CC=C(C=C1)C(N1C[C@H](N(C[C@@H]1CO)C1=CC(N(C=2C=CC(=NC12)C#N)C)=O)C)C1=CC=C(C=C1)C